FC=1C=C(C=CC1F)CC(C)(C)NC(=O)C1N(CCC1)C(=O)OC(C)(C)C tert-butyl 2-(1-(3,4-difluorophenyl)-2-methylpropan-2-ylcarbamoyl)pyrrolidine-1-carboxylate